L-cysteine-HCl Cl.N[C@@H](CS)C(=O)O